C(C)(=O)N(C=1C(=C(C(=O)NC2=NN=NN2CCC)C=CC1S(=O)(=O)C)Cl)OC 3-[acetyl-(methoxy)amino]-2-chloro-4-methylsulfonyl-N-(1-propyltetrazol-5-yl)benzamide